pentafluoropropyl chloroacrylate ClC(C(=O)OCC(C(F)(F)F)(F)F)=C